7-(7-(5,6-dimethyl-1H-indazol-4-yl)-8-fluoro-2-((tetrahydro-1H-pyrrolizin-7a(5H)-yl)methoxy)pyrido[4,3-d]pyrimidin-4-yl)-2-thia-1,3,7-triazaspiro[4.5]decane 2,2-dioxide CC=1C(=C2C=NNC2=CC1C)C1=C(C=2N=C(N=C(C2C=N1)N1CC2(CNS(N2)(=O)=O)CCC1)OCC12CCCN2CCC1)F